N-(5-(2-hydroxy-prop-2-yl)thiazol-2-ylsulfonyl-imino)acetamide OC(C)(C)C1=CN=C(S1)S(=O)(=O)N=NC(C)=O